CC=1C=C(SC1)C(=O)NCC=1SC(=NN1)C1=CC=CC=C1 4-methyl-N-[(5-phenyl-1,3,4-thiadiazol-2-yl)methyl]thiophene-2-carboxamide